trimethylene-bis(N-methylpyrrolidinium) C[N+]1(CCCC1)CCC[N+]1(CCCC1)C